CSC1=CC=C(C=C1)NC1=CC=CC2=CC=CC=C12 N-(4-(methylthio)phenyl)naphthalen-1-amine